(R)-1,4-dioxane O1CCOCC1